BrC=1C(=C(C=C(C1)C#N)N1[C@H](CN(CC1)C(=O)OC(C)(C)C)C)O tert-butyl (S)-4-(3-bromo-5-cyano-2-hydroxyphenyl)-3-methylpiperazine-1-carboxylate